CC=1C=C(C=CC1)OCC1CO1 glycidyl (3-methylphenyl) ether